OCCOC1=C(C=CC=C1)CC(C)(O)C(=O)C(C)(CC1=C(C=CC=C1)OCCO)O (2-hydroxyethoxy)phenyl-(2-hydroxy 2-propyl) ketone